(S)-{5-[(2-amino-2,4-dimethylpentyl)oxy]-6-(difluoromethyl)pyridin-2-yl}boric acid N[C@](COC=1C=CC(=NC1C(F)F)OB(O)O)(CC(C)C)C